6-chloro-3-(((R)-1-(3,6-dimethyl-4-oxo-2-((R)-3-(pyrazin-2-yloxy)piperidin-1-yl)-3,4-dihydroquinazolin-8-yl)ethyl)amino)-N-(methylsulfonyl)picolinamide ClC1=CC=C(C(=N1)C(=O)NS(=O)(=O)C)N[C@H](C)C=1C=C(C=C2C(N(C(=NC12)N1C[C@@H](CCC1)OC1=NC=CN=C1)C)=O)C